4-(3-isopropyl-2-(8-(prop-1-en-2-yl)imidazo[1,2-a]pyridin-6-yl)-1H-indol-5-yl)piperidine-1-carboxylic acid tert-butyl ester C(C)(C)(C)OC(=O)N1CCC(CC1)C=1C=C2C(=C(NC2=CC1)C=1C=C(C=2N(C1)C=CN2)C(=C)C)C(C)C